(2R,4R)-6-chloro-4-hydroxy-N-[3-(4-{[cis-3-(trifluoromethoxy)cyclobutyl]methoxy}-1H-pyrazol-1-yl)bicyclo[1.1.1]pentan-1-yl]-3,4-dihydro-2H-1-benzopyran-2-carboxamide ClC=1C=CC2=C([C@@H](C[C@@H](O2)C(=O)NC23CC(C2)(C3)N3N=CC(=C3)OC[C@@H]3C[C@@H](C3)OC(F)(F)F)O)C1